thiolene azide [N-]=[N+]=[N-].S1C=CCC1